((1R,5R,6R)-6-((tert-Butyldimethylsilyl)oxy)-3-azabicyclo[3.2.1]oct-3-yl)-2-chloro-7-(8-ethyl-7-fluoro-3-(methoxymethoxy)naphthalen-1-yl)-8-fluoropyrido[4,3-d]pyrimidine [Si](C)(C)(C(C)(C)C)O[C@H]1[C@H]2CN(C[C@@H](C1)C2)C=2C1=C(N=C(N2)Cl)C(=C(N=C1)C1=CC(=CC2=CC=C(C(=C12)CC)F)OCOC)F